O1CC(C1)CN1N=CC2=CC=C(C=C12)COC1=CC=CC(=N1)C1CCN(CC1)CC1=NC2=C(N1C[C@H]1OCC1)C=C(C=C2)C(=O)OC(C)(C)C t-butyl (S)-2-((4-(6-((1-(oxetan-3-ylmethyl)-1H-indazol-6-yl) methoxy) pyridin-2-yl) piperidin-1-yl) methyl)-1-(oxetan-2-ylmethyl)-1H-benzo[d]imidazole-6-carboxylate